C1(CC1)N1C=C2C(=NN(C(C2=CC1=O)=O)C)N[C@H](C)C=1C(=C(C=CC1)C(C(=O)NC)(F)F)F (R)-2-(3-(1-((6-cyclopropyl-2-methyl-1,7-dioxo-1,2,6,7-tetrahydropyrido[3,4-d]pyridazin-4-yl)amino)ethyl)-2-fluorophenyl)-2,2-difluoro-N-methylacetamide